8-Bromo-N-(3-chlorophenyl)-2-methylimidazo[1,2-c]pyrido[2,3-e]pyrimidin-5-amine BrC1=CC2=C(C=3N(C(=N2)NC2=CC(=CC=C2)Cl)C=C(N3)C)N=C1